6-hydroxy-4-(6-(6-((5-(methylthio)pyridin-2-yl)methyl)-3,6-diazabicyclo[3.1.1]heptan-3-yl)pyridin-3-yl)pyrazolo[1,5-a]pyridine-3-carbonitrile OC=1C=C(C=2N(C1)N=CC2C#N)C=2C=NC(=CC2)N2CC1N(C(C2)C1)CC1=NC=C(C=C1)SC